C(C)S(=O)(=O)C=1C(=NC=CC1)C=1C=C2CCC(N(C2=CN1)CC(C(F)(F)F)(F)F)=O 6-(3-ethylsulfonyl-2-pyridyl)-1-(2,2,3,3,3-pentafluoropropyl)-3,4-dihydro-1,7-naphthyridin-2-one